2-((2-(4-chlorophenoxy)-2-methylpropanoyl)oxy)ethyl (R)-5-(1-phenylallyl)nicotinate C1(=CC=CC=C1)[C@@H](C=C)C=1C=NC=C(C(=O)OCCOC(C(C)(C)OC2=CC=C(C=C2)Cl)=O)C1